α-D-Galactopyranosyl-(1→3)-[β-D-glucopyranuronosyl-(1→2)]-D-mannose [C@H]1([C@H](O)[C@@H](O)[C@@H](O)[C@H](O1)CO)O[C@H]([C@@H](C=O)O[C@H]1[C@H](O)[C@@H](O)[C@H](O)[C@H](O1)C(=O)O)[C@H](O)[C@H](O)CO